(α-cumylperoxy)hexyne C(C)(C)(C1=CC=CC=C1)OOC#CCCCC